4-Methoxy-N-((1s,4s)-4-((7-morpholino-1,6-naphthyridin-5-yl)oxy)cyclohexyl)benzamide COC1=CC=C(C(=O)NC2CCC(CC2)OC2=C3C=CC=NC3=CC(=N2)N2CCOCC2)C=C1